6-(3,5-dihydroxybenzylamino)-9-β-D-arabinofuranosylpurine OC=1C=C(CNC2=C3N=CN(C3=NC=N2)[C@H]2[C@@H](O)[C@H](O)[C@H](O2)CO)C=C(C1)O